C(C)N1N=CC(=C1)B1OC(C(O1)(C)[CH2+])(C)C (2-(1-ethyl-1H-pyrazol-4-yl)-4,5,5-trimethyl-1,3,2-dioxaborolan-4-yl)methylium